tri(2-carboxyethyl)-phosphine hydrochloride Cl.C(=O)(O)CCP(CCC(=O)O)CCC(=O)O